3α,7α-dihydroxy-5β-cholanic acid methyl ester COC(CC[C@@H](C)[C@H]1CC[C@H]2[C@@H]3[C@@H](C[C@@H]4C[C@@H](CC[C@]4(C)[C@H]3CC[C@]12C)O)O)=O